CC(C)C1=CC=C(C=C1)C(CC=O)C 3-(4-prop-2-ylphenyl)butyraldehyde